N-(4-((4-isopentylpiperazin-1-yl)sulfonyl)phenyl)-2-(N-methylmethylsulfonamido)benzamide C(CC(C)C)N1CCN(CC1)S(=O)(=O)C1=CC=C(C=C1)NC(C1=C(C=CC=C1)N(S(=O)(=O)C)C)=O